4-(1-((6-((6-azaspiro[3.4]octane-6-yl)methyl)imidazo[1,2-a]pyridin-2-yl)methyl)-1H-1,2,3-triazol-4-yl)-6-bromo-1-(tetrahydro-2H-pyran-2-yl)-1H-indazole C1CCC12CN(CC2)CC=2C=CC=1N(C2)C=C(N1)CN1N=NC(=C1)C1=C2C=NN(C2=CC(=C1)Br)C1OCCCC1